5-fluoro-N-{2-[(3R,4S)-3-fluoro-2-(2-methoxyethoxy)piperidin-1-yl]pyrimidin-4-yl}-8-[(2R,3S)-3-(methanesulfonylmeth-yl)-2-methylazetidin-1-yl]isoquinolin-3-amine FC1=C2C=C(N=CC2=C(C=C1)N1[C@@H]([C@H](C1)CS(=O)(=O)C)C)NC1=NC(=NC=C1)N1C([C@@H](CCC1)F)OCCOC